C(#N)C=1C=NN2C1C(=CC(=C2)OCC(C)(C)O)C2=CC=C(C=C2)C2CN(C2)C(=O)[O-] 3-(4-(3-cyano-6-(2-hydroxy-2-methylpropoxy)pyrazolo[1,5-a]pyridin-4-yl)phenyl)azetidine-1-carboxylate